C(C1=CC=CC=C1)SC=1C=C(C=CC1OC)C1(CC1)C1=NN(C=N1)C 3-(1-(3-(benzylthio)-4-methoxyphenyl)cyclopropyl)-1-methyl-1H-1,2,4-triazole